(2-(4-fluorophenyl)-2-(2,3,4-trimethoxy-6-methylphenyl)ethyl)(phenyl)selenane FC1=CC=C(C=C1)C(CC1([Se]CCCC1)C1=CC=CC=C1)C1=C(C(=C(C=C1C)OC)OC)OC